1-azido-4-(difluoromethyl)benzene tert-butyl-(cis-4-((4-([1,1'-biphenyl]-3-yl)-5-chloropyrimidin-2-yl)amino)cyclohexyl)carbamate C(C)(C)(C)N(C(O)=O)[C@@H]1CC[C@@H](CC1)NC1=NC=C(C(=N1)C=1C=C(C=CC1)C1=CC=CC=C1)Cl.N(=[N+]=[N-])C1=CC=C(C=C1)C(F)F